tert-butyl ((1S,3R)-3-((2-(methylamino)-5-nitrophenyl)carbamoyl)cyclohexyl)carbamate CNC1=C(C=C(C=C1)[N+](=O)[O-])NC(=O)[C@H]1C[C@H](CCC1)NC(OC(C)(C)C)=O